(R)-8-((3S,5R)-4-propenoyl-3,5-dimethylpiperazin-1-yl)-11-(4-fluorophenyl)-3-(thiophen-3-yl)-10-(trifluoromethyl)-3,4-dihydro-[1,4]thiazepino[2,3,4-ij]quinazolin-6(2H)-one C(C=C)(=O)N1[C@H](CN(C[C@H]1C)C1=NC(N2C3=C(C(=C(C=C13)C(F)(F)F)C1=CC=C(C=C1)F)SC[C@@H](C2)C2=CSC=C2)=O)C